(3S)-N-cyclobutyl-3-{[1-cyclopentyl-5-(2,6-dimethoxyphenyl)-1H-pyrazol-3-yl]formamido}-5-(2,6-dimethylpiperidin-1-yl)pentanamide C1(CCC1)NC(C[C@H](CCN1C(CCCC1C)C)NC(=O)C1=NN(C(=C1)C1=C(C=CC=C1OC)OC)C1CCCC1)=O